S1CCC2=C1C=CC=C2 2,3-dihydrobenzo-thiophene